(((S)-2-((1R,2S)-2-(2H-tetrazol-5-yl)cyclohexane-1-carbonyl)-8-(benzo[d]isoxazol-3-ylmethoxy)-5-chloro-1,2,3,4-tetrahydroisoquinolin-1-yl)methyl)pyrrolidin-2-one N=1NN=NC1[C@@H]1[C@@H](CCCC1)C(=O)N1[C@@H](C2=C(C=CC(=C2CC1)Cl)OCC1=NOC2=C1C=CC=C2)CN2C(CCC2)=O